CC(C=C(C)C1=CC=C(C=C1)N)(C)C1=CC=C(C=C1)N 4-methyl-2,4-bis(p-aminophenyl)-2-penten